tetrahydrofuran-diethylamine O1C(C(CC1)CCN)CCN